benzene-1,3,5-trisyltricarboxylic acid C1(=CC(=CC(=C1)C(=O)O)C(=O)O)C(=O)O